2-hydroxy-4-isopropyl-2,4,6-cycloheptatrien-1-one OC=1C(C=CC=C(C1)C(C)C)=O